3-((((S)-5-Methyl-3-((R)-1,1,1-trifluoro-2-hydroxypropan-2-yl)-5,6-dihydroimidazo[1,5-a]pyrazolo[5,1-c]pyrazin-9-yl)oxy)methyl)bicyclo[1.1.1]pentane-1-carboxamide C[C@H]1CN2C(C=3N1C(=NC3)[C@@](C(F)(F)F)(C)O)=CC(=N2)OCC23CC(C2)(C3)C(=O)N